Tert-butyl (R)-2-(5-bromo-3-((1-(dibenzo[b,d]furan-2-yl)ethyl)amino)-2-oxopyrazin-1(2H)-yl)acetate BrC=1N=C(C(N(C1)CC(=O)OC(C)(C)C)=O)N[C@H](C)C1=CC2=C(OC3=C2C=CC=C3)C=C1